(7-(1-(tert-Butyl)-1H-imidazol-4-yl)-2-azaspiro[3.5]nonan-2-yl)((1s,3s)-3-hydroxy-3-methylcyclobutyl)methanon C(C)(C)(C)N1C=NC(=C1)C1CCC2(CN(C2)C(=O)C2CC(C2)(C)O)CC1